C(C)N[SiH](CC)CC ethylaminodiethyl-silane